Tetrabutylphosphonium salicylate C(C=1C(O)=CC=CC1)(=O)[O-].C(CCC)[P+](CCCC)(CCCC)CCCC